2-chloro-5-((1S,2S)-2-(6-(2,4-dioxo-1,2,3,4-tetrahydropyrimidin-5-yl)imidazo[1,2-b]pyridazin-8-yl)cyclopropyl)benzonitrile ClC1=C(C#N)C=C(C=C1)[C@@H]1[C@H](C1)C=1C=2N(N=C(C1)C=1C(NC(NC1)=O)=O)C=CN2